bromine fluorobenzenebisamide FC1=C(C(=CC=C1)C(=O)N)C(=O)N.[Br]